BrCCCN(C)CCCBr 3-bromo-N-(3-bromopropyl)-N-methylpropan-1-amine